C(C)(=O)[O-].C[NH+]1C=C(C=C1)CCCC 1-Methyl-3-butylpyrrolium acetat